C1CC2CCCC3CCCC1C23 perhydroacenaphthylene